[Si](C)(C)(C(C)(C)C)OC(CCC(=O)O)C(F)(F)F 4-((tert-butyldimethylsilyl)oxy)-5,5,5-trifluoro-pentanoic acid